C(C)(C)(C)OC(N[C@@H](C(=O)C1C(OC(OC1=O)(C)C)=O)C)=O (R)-(1-(2,2-dimethyl-4,6-dioxo-1,3-dioxan-5-yl)-1-oxopropan-2-yl)carbamic acid tert-butyl ester